(E)-3,5,4'-trihydroxystilbene OC=1C=C(C=C(C1)O)\C=C\C1=CC=C(C=C1)O